tert-butyl [4-({2-[(3R)-3-methylmorpholin-4-yl]-8-(1H-pyrazol-5-yl)-1,7-naphthyridin-4-yl}oxy)butyl]carbamate C[C@H]1N(CCOC1)C1=NC2=C(N=CC=C2C(=C1)OCCCCNC(OC(C)(C)C)=O)C1=CC=NN1